CC1=C(C=2N(C=C1C1=C(C=3N=C(SC3N1)N1CC3(CN(C3)CC(C)(O)C)C1)C(C)C)N=CN2)C 1-(6-(5-(7,8-dimethyl-[1,2,4]triazolo[1,5-a]pyridin-6-yl)-6-isopropyl-4H-pyrrolo[3,2-d]thiazol-2-yl)-2,6-diazaspiro[3.3]heptan-2-yl)-2-methylpropan-2-ol